C(C1=CC=CC=C1)OC(=O)NC(CCC(\C(\C(=O)OCC)=N/O)=O)C ethyl (E)-6-(((benzyloxy)carbonyl)amino)-2-(hydroxyimino)-3-oxoheptanoate